Ethyl 5-(2-(4-(benzyloxy)-5,6,7,8-tetrahydronaphthalen-2-yl)vinyl)-1-methyl-1H-pyrazole-3-carboxylate C(C1=CC=CC=C1)OC1=CC(=CC=2CCCCC12)C=CC1=CC(=NN1C)C(=O)OCC